o-tert.butyl-phenol C(C)(C)(C)C1=C(C=CC=C1)O